C12(C(CC(CC1)C2(C)C)S(=O)(=O)ON2C(=O)C1C3C=CC(C1C2=O)C3)C N-(camphanylsulfonyloxy)bicyclo[2.2.1]-hept-5-ene-2,3-dicarboximide